C1(=CC=CC=C1)CS(=O)(=O)OC1=C(O[C@](C1=O)([2H])C1=CC=C(C=C1)C#N)N (R)-2-amino-5-(4-cyanophenyl)-4-oxo-4,5-dihydrofuran-3-yl-5-d phenylmethanesulfonate